Cl.Cl.C(N1N=CC(=C1)C=1C=CC(=C(C1)O)C=1C=C2C(=NN1)N(N=C2)C2CC(NC(C2)(C)C)(C)C)([2H])([2H])[2H] 5-[1-(2H3)methyl-1H-pyrazol-4-yl]-2-[1-(2,2,6,6-tetramethylpiperidin-4-yl)-1H-pyrazolo[3,4-c]pyridazin-5-yl]phenol dihydrochloride